ClCCCCOC(CCCCCCC\C=C/C\C=C/CCCCC)=O.C(CCCCCCC\C=C/C\C=C/CCCCC)(=O)OCCCCCl 4-chlorobutyl (9Z,12Z)-octadeca-9,12-dienoate 4-chlorobutyl-(9Z,12Z)-octadeca-9,12-dienoate